C12(CC(C1)C2)N2[C@@H](C=1NC3=CC=CC=C3C1C[C@H]2C)C2=C(C=C(C=C2F)N[C@@H]2CN(CC2)CCCF)F (S)-N-(4-((1R,3R)-2-(bicyclo[1.1.1]pentan-1-yl)-3-methyl-2,3,4,9-tetrahydro-1H-pyrido[3,4-b]indol-1-yl)-3,5-difluorophenyl)-1-(3-fluoropropyl)pyrrolidin-3-amine